(2R)-6-(Phenylmethoxy)-5-[(2-tert-butoxy-2-oxoethyl)(trifluoroacetyl)amino]-4-fluoro-2-(hydroxymethyl)-2,3-dihydro-1H-indole-1-carboxylic acid tert-butyl ester C(C)(C)(C)OC(=O)N1[C@H](CC2=C(C(=C(C=C12)OCC1=CC=CC=C1)N(C(C(F)(F)F)=O)CC(=O)OC(C)(C)C)F)CO